BrC=1C=C(C(=C(C1)C(=O)N1CCOCC1)F)C(F)(F)F (5-bromo-2-fluoro-3-(trifluoromethyl)phenyl)(morpholino)methanone